CC=1NC2=C(C=CC=C2C1)C=O 2-METHYL-1H-INDOLE-7-CARBALDEHYDE